2-(pyridin-4-yl)-N-[(1R,3S)-3-{[2-(trifluoromethyl)quinolin-4-yl]amino}cyclohexyl]-1H-1,3-benzodiazole-6-carboxamide N1=CC=C(C=C1)C1=NC2=C(N1)C=C(C=C2)C(=O)N[C@H]2C[C@H](CCC2)NC2=CC(=NC1=CC=CC=C21)C(F)(F)F